C(CCCCCCC)(=O)N([C@H]1C(O)O[C@@H]([C@H]([C@@H]1O)O)CO)C N-octanoyl-N-Methylglucosamine